4-Amino-5,6,7,8-tetrahydro-5-oxo-8-(beta-D-ribofuranosyl)pyrido[2,3-d]pyrimidine-6-carboxamide NC=1C2=C(N=CN1)N(CC(C2=O)C(=O)N)[C@H]2[C@H](O)[C@H](O)[C@H](O2)CO